1-(trans-4-cyanotetrahydro-2H-pyran-3-yl)-3-((2-hydroxy-3-isopropyl-2H-benzo[e][1,2]oxaborinin-6-yl)amino)-1H-pyrazole-4-carboxamide C(#N)[C@H]1[C@@H](COCC1)N1N=C(C(=C1)C(=O)N)NC=1C=CC2=C(C=C(B(O2)O)C(C)C)C1